C(C)(C)(C)C=1C=C(CN2CN(CN(C2)CC2=CC(=C(C(=C2)C(C)(C)C)O)C(C)(C)C)CC2=CC(=C(C(=C2)C(C)(C)C)O)C(C)(C)C)C=C(C1O)C(C)(C)C 1,3,5-tris(3,5-di-tertiary butyl-4-hydroxybenzyl)-s-triazine